4-(4-bromo-2-chloro-5-fluorophenyl)butanoic acid BrC1=CC(=C(C=C1F)CCCC(=O)O)Cl